cadmium gluconate O=C([C@H](O)[C@@H](O)[C@H](O)[C@H](O)CO)[O-].[Cd+2].O=C([C@H](O)[C@@H](O)[C@H](O)[C@H](O)CO)[O-]